ClC=1C=C(N)C=CC1OCC=1C=NC(=CC1)C(C)C 3-chloro-4-((6-isopropylpyridin-3-yl)methoxy)aniline